ClC1=C(C=C(C=C1)NC=1N(C2=NC(=NC=C2N1)NC(C)C)C1CCNCC1)C(F)(F)F N8-(4-chloro-3-(trifluoromethyl)phenyl)-N2-isopropyl-9-(piperidin-4-yl)-9H-purine-2,8-diamine